FC1=CC=C2C(=CNC2=C1)CNC1=CC=CC=C1 N-((6-fluoro-1H-indol-3-yl)methyl)aniline